C(C1=CC=CC=C1)[C@@H]1N(CCC1=O)C(=O)OC(C)(C)C tert-Butyl (S)-2-benzyl-3-oxopyrrolidine-1-carboxylate